2-((5-(4-(trifluoromethyl)phenyl)oxazol-2-yl)amino)pyrimidine-5-carbonitrile FC(C1=CC=C(C=C1)C1=CN=C(O1)NC1=NC=C(C=N1)C#N)(F)F